NC1=C2N(C(N(C2=NC=N1)[C@H]1CNCC1)=O)C1=CC=C(C=C1)OC1=CC=CC=C1 (R)-6-amino-7-(4-phenoxyphenyl)-9-(pyrrolidin-3-yl)-7,9-dihydro-8H-purin-8-one